4-[4-[(4-hexylphenyl)azo]phenoxy]butyl-dimethyl-ethyl-ammonium bromide [Br-].C(CCCCC)C1=CC=C(C=C1)N=NC1=CC=C(OCCCC[N+](CC)(C)C)C=C1